(4-(1H-1,3,4-triazol-1-yl)phenyl)-5-(3,5-dimethylisoxazol-4-yl)-2-methylaniline N1(C=NN=C1)C1=CC=C(C=C1)NC1=C(C=CC(=C1)C=1C(=NOC1C)C)C